6-fluoro-4-oxochroman-2-carboxylic acid FC=1C=C2C(CC(OC2=CC1)C(=O)O)=O